1-(5-(1-((2S,6R)-2,6-dimethylmorpholino)-3-methylimidazo[1,5-a]quinoxalin-8-yl)pyridin-2-yl)-N1,N3,N3-trimethylpropane-1,3-diamine C[C@@H]1O[C@@H](CN(C1)C1=NC(=C2N1C1=CC(=CC=C1N=C2)C=2C=CC(=NC2)C(CCN(C)C)NC)C)C